C(#N)C1=C(C=C(C=C1)N1[C@H](O[C@@H](C1)C(=O)NC1=CC=C(C=C1)C#N)C(F)(F)F)C(F)(F)F (2R,5S)-3-(4-Cyano-3-(trifluoromethyl)phenyl)-N-(4-cyanophenyl)-2-(trifluoromethyl)oxazolidin-5-carboxamid